bis(4-(4-cyanatophenoxy) phenyl) ketone O(C#N)C1=CC=C(OC2=CC=C(C=C2)C(=O)C2=CC=C(C=C2)OC2=CC=C(C=C2)OC#N)C=C1